ClC1=C(N(N=C1C(F)(F)F)C1=CC(=CC=C1)C(NC1=CC2=C(N=C(O2)C)C=C1F)=O)OCC1=CC=C(C(=O)OC(C)(C)C)C=C1 Tert-butyl 4-[[4-chloro-2-[3-[(5-fluoro-2-methyl-1,3-benzoxazol-6-yl) carbamoyl] phenyl]-5-(trifluoro methyl)pyrazol-3-yl]oxymethyl]benzoate